1-((methylimino)(o-tolyl)methyl)cyclopentan-1-ol hydrochloride Cl.CN=C(C1(CCCC1)O)C1=C(C=CC=C1)C